C(CCCCCCCCCCCCCCCCC)OC1CC(N(C(C1)(C)C)O)(C)C 4-octadecyloxy-2,2,6,6-tetramethyl-piperidin-1-ol